O1CCOC12CCOC(CC2)=O 1,4,8-trioxaspiro-[4.6]-9-undecanone